N-(6-amino-5-methyl-3-pyridyl)-2-[(2R,5S)-2-(2-methoxy-4-pyridyl)-5-methyl-1-pyridyl]-2-oxo-acetamide NC1=C(C=C(C=N1)NC(C(=O)N1[C@H](C=CC(=C1)C)C1=CC(=NC=C1)OC)=O)C